FC1=CC=C(C=C1)C=1C(C(=NN(C1C)C(C)C)C(=O)N)=O 5-(4-fluorophenyl)-6-methyl-4-oxo-1-prop-2-ylpyridazine-3-carboxamide